1-(1-isopropylpiperidin-4-yl)-7-methyl-5-(8-methyl-[1,2,4]triazolo[1,5-a]pyridin-6-yl)-1,3-dihydro-2H-benzo[d]imidazol-2-one C(C)(C)N1CCC(CC1)N1C(NC2=C1C(=CC(=C2)C=2C=C(C=1N(C2)N=CN1)C)C)=O